9α-hydroxyandrost-4-ene-3,17-dione O[C@@]12[C@]3(CCC(C=C3CC[C@H]1[C@@H]1CCC([C@@]1(C)CC2)=O)=O)C